N=1CN(C=C2C=C(C(=CC12)O)O)[2H] quinazoline-6,7-diol-3-d